6-fluoro-5-(trifluoromethyl)-1H-indazol FC1=C(C=C2C=NNC2=C1)C(F)(F)F